5-(2-(2-hydroxyethyl)-2,7-diazaspiro[3.5]nonan-7-yl)-5-(4-phenoxyphenyl)pyrimidine-2,4,6(1H,3H,5H)-trione OCCN1CC2(C1)CCN(CC2)C2(C(NC(NC2=O)=O)=O)C2=CC=C(C=C2)OC2=CC=CC=C2